tertbutyl 4-[[7-[2-cyano-3-[[ethyl(methyl)sulfamoyl]amino]-6-fluoro-phenoxy]quinoxalin-2-yl]oxymethyl]piperidine-1-carboxylate C(#N)C1=C(OC2=CC=C3N=CC(=NC3=C2)OCC2CCN(CC2)C(=O)OC(C)(C)C)C(=CC=C1NS(N(C)CC)(=O)=O)F